BrC1=CC=C2C=3C(C4=C(C(C3NC2=C1)(C)C)C=C(C(=C4)C#N)OC)=O 3-bromo-8-methoxy-6,6-dimethyl-11-oxo-6,11-dihydro-5H-benzo[b]carbazole-9-carbonitrile